O=C1NC(CCC1N1C(C(C=2C(=CC=CC12)C=O)(C)C)=O)=O 1-(2,6-Dioxopiperidin-3-yl)-3,3-dimethyl-2-oxoindoline-4-carbaldehyde